C(C)O[Si](CCCCCCCCCCN1C=NCC1)(OCC)OCC 3-[10-(triethoxysilyl)decyl]-4,5-dihydroimidazole